2-Methyl 6-(1-acetyl-1,2,5,6-tetrahydropyridin-3-yl)-7-fluoro-4-(3-methoxypyridin-4-yl)-1H-indole-2-carboxylate C(C)(=O)N1CC(=CCC1)C1=CC(=C2C=C(NC2=C1F)C(=O)OC)C1=C(C=NC=C1)OC